C(#N)C1=CC=CC=2C(=NSC21)C=2CN(CCC2)C(=O)OC(C)(C)C tert-butyl 3-(7-cyano-1,2-benzothiazol-3-yl)-5,6-dihydro-2H-pyridine-1-carboxylate